COC1=C(C(=CC=C1)OC)N1C(=NN=C1C=1OC(=CC1)C)CNC(C(=O)O)=O ({[4-(2,6-Dimethoxyphenyl)-5-(5-methylfuran-2-yl)-4H-1,2,4-triazol-3-yl]methyl}amino)(oxo)acetic acid